N1(CCCCC1)C1=CC=C(C=N1)C=1C=C2CC(NC2=CC1)=O 5-(6-(piperidin-1-yl)pyridin-3-yl)indolin-2-one